C=CC1=CC=C(C=C1)S(=O)(=O)OCC(C)(C)C Neopentyl p-styrenesulfonate